BrC1=C(C2=C(N(N=N2)CCCCCC2=CC=C(C(=O)OC(C)(C)C)C=C2)C=C1)C tert-Butyl 4-[5-(5-bromo-4-methyl-1H-benzotriazol-1-yl)pentyl]benzoate